(3,5-difluoro-2,6-dimethylphenyl)prop-2-enamide FC=1C(=C(C(=C(C1)F)C)C(C(=O)N)=C)C